Cl.CC1=C(C=C(C=C1)NC(=O)C1=NC=CC(=C1)C(F)(F)F)C1=CC2=C(N=C(N=C2)NC2=CC(=NS2)C)N2C1=NCC2 N-(4-methyl-3-(2-((3-methylisothiazol-5-yl)amino)-8,9-dihydroimidazo[1',2':1,6]pyrido[2,3-d]pyrimidin-6-yl)phenyl)-4-(trifluoromethyl)pyridineamide hydrochloride